Ethyl-3-amino-6-methylthieno[2,3-b]pyridine C(C)C1=C(C=2C(=NC(=CC2)C)S1)N